5-(aminooxymethyl)pyrrolidin-2-one NOCC1CCC(N1)=O